C(C=C)NC(=O)C1=NN2C(CN(CCC2)C(=O)OC(C)(C)C)=C1C=C tert-butyl 2-(allylcarbamoyl)-3-vinyl-4,6,7,8-tetrahydropyrazolo[1,5-a][1,4]diazepine-5-carboxylate